C(C)(C)(C)C1(CC(C1)C(C)(C)O)NC(O)=O.C1(CC1)C1=C(C=C(C(=O)N[C@@](CC2CC2)(C)C2=NOC(=N2)C)C=C1)C=1C=NC(=CC1)F 4-cyclopropyl-N-[(2R)-1-cyclopropyl-2-(5-methyl-1,2,4-Oxadiazol-3-yl)propan-2-yl]-3-(6-fluoropyridin-3-yl)benzamide (tert-butyl-3-(2-hydroxy-prop-2-yl)cyclobutyl)carbamate